C(N1C(CCC1)CC1=CNC2=CC=CC(=C12)OC(C=CC(=O)O)=O)([2H])([2H])[2H] 4-((3-((1-(methyl-d3)pyrrolidin-2-yl)methyl)-1H-indol-4-yl)oxy)-4-oxobut-2-enoic acid